COC(=O)C1=NC(=NC=C1Cl)NC1=CC(=C(C=C1)N1CCN(CC1)C1CCN(CC1)C)OC 5-chloro-2-((3-methoxy-4-(4-(1-methylpiperidin-4-yl)piperazin-1-yl)phenyl)amino)pyrimidine-4-carboxylic acid methyl ester